COC=1C=C2CC(C(C2=CC1OC)=O)O 5,6-dimethoxy-2-hydroxy-1-indanone